((1-([1,1'-biphenyl]-3-ylmethyl)-5-phenyl-1H-indole-7-carboxamido)methyl)benzoic acid C1(=CC(=CC=C1)CN1C=CC2=CC(=CC(=C12)C(=O)NCC1=C(C(=O)O)C=CC=C1)C1=CC=CC=C1)C1=CC=CC=C1